dichloroisoxazolidone ClC1C(N(OC1)Cl)=O